helium Thian Dihelium [He].[He].S1CCCCC1.[He]